(S)-N-(3-fluoro-4-((3-((1-hydroxypropan-2-yl)amino)-1H-pyrazolo[3,4-b]pyridin-4-yl)oxy)phenyl)-5-(4-fluorophenyl)-1-methyl-4-oxo-1,4-dihydropyridine-3-carboxamide FC=1C=C(C=CC1OC1=C2C(=NC=C1)NN=C2N[C@H](CO)C)NC(=O)C2=CN(C=C(C2=O)C2=CC=C(C=C2)F)C